N-(4-(2-(4-Chloro-2,3-difluorophenyl)propyl)-6-(((R)-1-hydroxy-4-methylpentan-2-yl)amino)-1,3,5-triazin-2-yl)methanesulfonamide ClC1=C(C(=C(C=C1)C(CC1=NC(=NC(=N1)N[C@@H](CO)CC(C)C)NS(=O)(=O)C)C)F)F